4-(5-chloro-2-isopropylaminopyridin-4-yl)-1H-pyrrole-2-carboxylic acid [1-(3-chlorophenyl)-2-hydroxyethyl] amide HCl Cl.ClC=1C=C(C=CC1)C(CO)NC(=O)C=1NC=C(C1)C1=CC(=NC=C1Cl)NC(C)C